N[C@@H]1C[C@H](N(C1)C(=O)C1=CC2=C(S1)C=C(C=C2)C)C=2SC=C(N2)C(=O)N[C@H](C(=O)NC)CCCCNC(=N)N 2-((2S,4R)-4-amino-1-(6-methylbenzo[b]thiophene-2-carbonyl)pyrrolidin-2-yl)-N-((S)-6-guanidino-1-(methylamino)-1-oxohexan-2-yl)thiazole-4-carboxamide